ClC=1C=CC=C2C(=C(N3C(C12)=NC(=N3)C)C(=O)NCC(=O)OCC)O ethyl 2-[(10-chloro-6-hydroxy-2-methyl-[1,2,4]triazolo[5,1-a]isoquinoline-5-carbonyl)amino]acetate